BrC1=C([C@H]2C[C@@H]([C@@H]1O2)OC)C(=O)OC Methyl (1R,4S,5S)-3-bromo-5-methoxy-7-oxabicyclo[2.2.1]hept-2-ene-2-carboxylate